ethyl (S)-5-(2-(((tert-butyldiphenylsilyl)oxy)methyl)pyrrolidin-1-yl)pentanoate [Si](C1=CC=CC=C1)(C1=CC=CC=C1)(C(C)(C)C)OC[C@H]1N(CCC1)CCCCC(=O)OCC